CN1C[C@@H](CCC1)NC1=NN=C(C=2N1C=NC2)C2=C(C=C(C=C2)C(F)(F)F)O 2-(4-{[(3R)-1-methylpiperidin-3-yl]amino}imidazo[1,5-d][1,2,4]triazin-1-yl)-5-(trifluoromethyl)phenol